ClC1=CC=C2C(=N1)N(N(C2=O)C)CC=C 6-chloro-2-methyl-1-(prop-2-en-1-yl)pyrazolo[3,4-b]pyridin-3-one